5-(tetrahydro-2H-pyran-4-yl)indoline O1CCC(CC1)C=1C=C2CCNC2=CC1